4-((7-(8-ethyl-7-fluoro-3-hydroxynaphthalen-1-yl)-8-fluoro-2-(((2R,7aS)-2-fluorotetrahydro-1H-pyrrolizin-7a(5H)-yl)methoxy)pyrido[4,3-d]pyrimidin-4-yl)amino)butanoic acid C(C)C=1C(=CC=C2C=C(C=C(C12)C1=C(C=2N=C(N=C(C2C=N1)NCCCC(=O)O)OC[C@]12CCCN2C[C@@H](C1)F)F)O)F